CC1=C(C=C(C=C1)C)CS(=O)(=O)NC1=CC2=C(N=C(S2)S(=O)(=O)CCC)C=C1 1-(2,5-dimethylphenyl)-N-(2-(propylsulfonyl)benzo[d]thiazol-6-yl)methanesulfonamide